1-(2-chloro-4-fluorophenyl)-3-azabicyclo[3.1.0]hexane ClC1=C(C=CC(=C1)F)C12CNCC2C1